BrC1=NN(C=C1C(O)C=1C=NN(C1)CC1CC1)C(F)F (3-bromo-1-(difluoromethyl)-1H-pyrazol-4-yl)(1-(cyclopropylmethyl)-1H-pyrazol-4-yl)methanol